OC(C1=C(C=C(C=C1)C)NS(=O)(=O)C1=CC=C(C=C1)C)C1=CC=CC=C1 N-(2-(hydroxy(phenyl)methyl)-5-methylphenyl)-4-methylbenzenesulfonamide